[Cr](=O)(=O)([O-])[O-].[Zn+2].[Cu+2].C1(=CC=CC=C1)C1=C(C(C(=O)[O-])=CC=C1)O.C1(=CC=CC=C1)C1=C(C(C(=O)[O-])=CC=C1)O.[Cu+2] copper bis(3-phenyl salicylate) copper zinc chromate